ClC=1N=C2C=3C=C(C=NC3C=CN2C1C(=O)OC)C=1C=NN(C1)C1CCOCC1 Methyl 2-chloro-9-(1-(tetrahydro-2H-pyran-4-yl)-1H-pyrazol-4-yl)imidazo[2,1-f][1,6]naphthyridine-3-carboxylate